FC1=CC(=C(C=C1)C=1C2=C(C(=NC1C=1SC=3CN(CCC3N1)C(C=C)=O)C1=CC3=C(CS(C3)(=O)=N)C=C1)C=CS2)OCCOC 1-[2-[7-[4-fluoro-2-(2-methoxyethoxy)phenyl]-4-(2-imino-2-oxo-1,3-dihydro-2-benzothien-5-yl)thieno[3,2-c]pyridin-6-yl]-6,7-dihydro-4H-thiazolo[5,4-c]pyridin-5-yl]prop-2-en-1-one